carboxyalanine anhydride C(=O)(O)N[C@@H](C)C(=O)OC([C@@H](NC(=O)O)C)=O